(2-(Benzyloxy)-4,6-dihydroxy-3-methylphenyl)(1-(hydroxymethyl)-3,4-dihydroisoquinolin-2(1H)-yl)methanone C(C1=CC=CC=C1)OC1=C(C(=CC(=C1C)O)O)C(=O)N1C(C2=CC=CC=C2CC1)CO